[(1S)-1-(2-pyridyl)ethyl]methanesulfonate N1=C(C=CC=C1)[C@H](C)CS(=O)(=O)[O-]